6-(1-acetyl-piperidin-4-yloxy)-2-pyridin-2-yl-3H-quinazolin-4-one C(C)(=O)N1CCC(CC1)OC=1C=C2C(NC(=NC2=CC1)C1=NC=CC=C1)=O